4-ethoxy-2-(3-(methylamino)pyrrolidin-1-yl)-N-(2-methylimidazo[1,2-a]pyrimidin-6-yl)pyrimidine-5-carboxamide formate salt C(=O)O.C(C)OC1=NC(=NC=C1C(=O)NC=1C=NC=2N(C1)C=C(N2)C)N2CC(CC2)NC